O=C1CCN(CC1)C(=O)OC(C(Cl)(Cl)Cl)(C)C 1,1,1-trichloro-2-methylpropan-2-yl 4-oxo-piperidine-1-carboxylate